1-Heptyl-4-ethylpyridinium methansulfonat CS(=O)(=O)[O-].C(CCCCCC)[N+]1=CC=C(C=C1)CC